O=C1N(CC2=C1N(C=1N(C2=O)N=C(C1)CC1=NC=CC=C1)CC(=O)NC1=NC=C(C=C1)F)C(C)C 2-{5,8-dioxo-6-(propan-2-yl)-2-[(pyridin-2-yl)methyl]-5,6,7,8-tetrahydro-4H-pyrazolo[1,5-a]pyrrolo[3,4-d]pyrimidin-4-yl}-N-(5-fluoropyridin-2-yl)acetamide